1-(1H-benzo[d][1,2,3]triazol-1-yl)-N,N-dimethyl-methylamine N1(N=NC2=C1C=CC=C2)CN(C)C